tri(p-methoxyphenyl)chloromethane COC1=CC=C(C=C1)C(Cl)(C1=CC=C(C=C1)OC)C1=CC=C(C=C1)OC